2-[(1S)-1-cyclohexylethoxy]-N-(4,6-dimethoxypyrimidin-5-yl)-5-fluoro-4-(3-oxo-5,6,7,8-tetrahydro[1,2,4]triazolo[4,3-a]pyridin-2(3H)-yl)benzamide C1(CCCCC1)[C@H](C)OC1=C(C(=O)NC=2C(=NC=NC2OC)OC)C=C(C(=C1)N1N=C2N(CCCC2)C1=O)F